O1N=CNC1=S 1,2,4-oxadiazol-5(4H)-thioone